C=C1[C@@H]2[C@H](N([C@H](C1)C2)C(=O)OC(C)(C)C)C(=O)OCC2=CC=CC=C2 3-benzyl 2-tert-butyl (1S,3S,4R)-5-methylidene-2-azabicyclo[2.2.1]heptane-2,3-dicarboxylate